5-(((tert-butoxycarbonyl)amino)methyl)-4-methoxythiophene-3-carboxylic acid C(C)(C)(C)OC(=O)NCC1=C(C(=CS1)C(=O)O)OC